CN(C(=O)[C@@H]1CC=2C=NC=CC2N1C1=NC(=CC(=C1)C(F)(F)F)C)C=1C=C(C=CC1)C (S)-N-Methyl-1-(6-methyl-4-(trifluoromethyl)pyridin-2-yl)-N-(m-tolyl)-2,3-dihydro-1H-pyrrolo[3,2-c]pyridine-2-carboxamide